O=C1O[C@@]2(CN1)CN(CCC2)C(=O)OCC2=CC=CC=C2 benzyl (S)-2-oxo-1-oxa-3,7-diazaspiro[4.5]decane-7-carboxylate